(R)-4-(2-(3-(2-ethoxy-1,1,1,3,3,3-hexafluoropropan-2-yl)-1-(2-(pyridin-2-yl)propan-2-yl)pyrrolidin-3-yl)ethyl)benzonitrile C(C)OC(C(F)(F)F)(C(F)(F)F)[C@]1(CN(CC1)C(C)(C)C1=NC=CC=C1)CCC1=CC=C(C#N)C=C1